3-(tert-Butyl)-N-(4-(6-(3,4-dimethylpiperazin-1-yl)pyrrolo[2,1-f][1,2,4]triazin-4-yl)-3-fluoro-2-methylbenzyl)-1,2,4-oxadiazole-5-carboxamide C(C)(C)(C)C1=NOC(=N1)C(=O)NCC1=C(C(=C(C=C1)C1=NC=NN2C1=CC(=C2)N2CC(N(CC2)C)C)F)C